N-(3-((3-cyclopropyl-1-(2-fluoro-4-iodophenyl)-6,8-dimethyl-2,4,7-trioxo-1,2,3,4,7,8-hexahydropyrido[2,3-d]pyrimidin-5-yl)amino)phenyl)acetamide C1(CC1)N1C(N(C2=C(C1=O)C(=C(C(N2C)=O)C)NC=2C=C(C=CC2)NC(C)=O)C2=C(C=C(C=C2)I)F)=O